C(C)(C)N1C=C(C=CC1=O)C=1C=C(C=NC1)C1C(N(C2=CC=CC=C12)C)=O (5-(1-isopropyl-6-oxo-1,6-dihydropyridin-3-yl)pyridin-3-yl)-1-methylindolin-2-one